Decane-2-ene-8-carboxylic acid tert-butyl ester C(C)(C)(C)OC(=O)C(CCCCC=CC)CC